rac-(1s,3r,5r)-8-benzyl-6-oxo-8-azabicyclo[3.2.1]oct-3-yl acetate C(C)(=O)O[C@@H]1C[C@H]2CC([C@@H](C1)N2CC2=CC=CC=C2)=O |r|